C1(=CC=CC=C1)C1=CC=C(C2=CC=CC=C12)C1=CC=C(C=C1)NC=1C=CC2=C(OC3=C2C=CC=C3)C1 N-{4-(4-phenylnaphthalen-1-yl)phenyl}-dibenzofuran-3-amine